C(CCCCCCCCCCC)(=O)OC(C)CCCCCCCCC 2-undecyl 2-laurate